tert-butyl (2S)-2-[[(2-fluoropyridin-3-yl)oxy]methyl]pyrrolidine-1-carboxylate FC1=NC=CC=C1OC[C@H]1N(CCC1)C(=O)OC(C)(C)C